3,5,6-Trichloro-2-pyridinyloxyacetic acid C1=C(C(=NC(=C1Cl)Cl)OCC(=O)O)Cl